NCC1=CC(=NC=C1)C1=C(C=C(C#N)C=C1)OC=1N(N=C(C1)C1CC1)C 4-[4-(aminomethyl)pyridin-2-yl]-3-(5-cyclopropyl-2-methylpyrazol-3-yl)oxybenzonitrile